copper(II) ammonia N.[Cu+2]